6'-(((1S,3S)-3-((6-Methylpyrazin-2-yl)amino)cyclopentyl)amino)-2H-[1,3'-bipyridin]-2-one CC1=CN=CC(=N1)N[C@@H]1C[C@H](CC1)NC1=CC=C(C=N1)N1C(C=CC=C1)=O